6-(2,5-Dioxo-2,5-dihydro-1H-pyrrol-1-yl)-N-[(1S)-1-{[(1S)-1-{[4-(iodomethyl)phenyl]carbamoyl}ethyl]carbamoyl}-2-methylpropyl]hexanamide O=C1N(C(C=C1)=O)CCCCCC(=O)N[C@@H](C(C)C)C(N[C@@H](C)C(NC1=CC=C(C=C1)CI)=O)=O